(E)-4-((4-(3-hydroxy-4-methoxybenzamido)butyl)amino)-3-methyl-4-oxobut-2-en OC=1C=C(C(=O)NCCCCNC(/C(=C/C)/C)=O)C=CC1OC